C1(CC1)CC=1C2=C(SC1C#CCNC1=C(C=C(C=C1)S(=O)(=O)C)OC)C=CC=C2 3-(cyclopropylmethyl)-2-(3-((2-methoxy-4-(methylsulfonyl)phenyl)amino)prop-1-yn-1-yl)benzo[b]thiophen